[N+](=O)([O-])C1=CC=C(C(=O)O)C=C1 L-4-nitrobenzoic acid